N-[2-(methylamino)ethyl]-5-isoquinolinesulfonamide dihydrochloride Cl.Cl.CNCCNS(=O)(=O)C=1C=2C=CN=CC2C=CC1